C(C(C)C)OC(C(CC(=O)OCC(C)C)CC(C)(C)C)=O neopentylsuccinic acid diisobutyl ester